(2R)-N-((S or R)-1-(3-chloro-4-fluorophenyl)-1-(cis-3-(trifluoromethyl)cyclobutyl)ethyl)-2-methyl-3-oxopiperazine-1-carboxamide ClC=1C=C(C=CC1F)[C@](C)([C@@H]1C[C@@H](C1)C(F)(F)F)NC(=O)N1[C@@H](C(NCC1)=O)C |o1:8|